BrC1=C(C=C(N1COCC[Si](C)(C)C)C(=O)OCC)NC(=O)OC(C)(C)C ethyl 5-bromo-4-((tert-butoxycarbonyl) amino)-1-((2-(trimethylsilyl) ethoxy) methyl)-1H-pyrrole-2-carboxylate